NCCS(=O)(=O)NCC(F)(F)F 2-amino-N-(2,2,2-trifluoroethyl)ethanesulfonamide